COC1=CC=C(C=N1)NC1=NC=CC2=C(C(=CC=C12)C)[N+](=O)[O-] N-(6-methoxypyridin-3-yl)-6-methyl-5-nitroisoquinolin-1-amine